C[Si](CCCNC(CCCCC)=O)(CC(=C)C)CC(=C)C N-(3-(methylbis(2-methylallyl)silyl)propyl)hexanamide